3-oxo-2H,3H,4H-pyrazino[2,3-b][1,4]oxazine-6-carbaldehyde O=C1NC2=C(OC1)N=CC(=N2)C=O